O1CCNNCC1 1-oxa-4,5-diazacycloheptane